[PH-]1=CCCC1 phosphorolinide